hydrochloride monohydrate O.Cl